CC1CN(C(=CC1)C=1C=NC=NC1)C(=O)OC(C)(C)C tert-butyl 3-methyl-6-pyrimidin-5-yl-3,4-dihydro-2H-pyridine-1-carboxylate